BrC=1C(=CC2=C(N=C(O2)C=2C=NN(C2)C)C1)N 5-bromo-2-(1-methyl-1H-pyrazol-4-yl)benzo[d]oxazol-6-amine